N-(2,5-difluorophenyl)benzamide FC1=C(C=C(C=C1)F)NC(C1=CC=CC=C1)=O